O=C[C@H](O)[C@H](O)[C@H](O)[C@H](O)CO (+)-D-allose